(1R*,2S*,3R*,5S*)-3-amino-8-oxabicyclo[3.2.1]octan-2-ol N[C@H]1[C@@H]([C@H]2CC[C@@H](C1)O2)O |o1:1,2,3,6|